BrC=1C(=C2C(=NC1)N=C(N2)C2=C(N(C(=C2)C)C=2C=C(C=CC2)NC(CN2CCOCC2)=O)C)N[C@@H]2CN(CC2)S(=O)(=O)CC (S)-N-(3-(3-(6-Bromo-7-((1-(ethylsulfonyl)pyrrolidin-3-yl)amino)-1H-imidazo[4,5-b]pyridin-2-yl)-2,5-dimethyl-1H-pyrrol-1-yl)phenyl)-2-morpholinoacetamid